S1C(=NC2=C1C=CC=C2)NC2=C(C(=C(N=N2)NC=2SC=C(N2)C(=O)O)CCCN2CCN(CC2)C)C 2-({6-[(1,3-benzothiazol-2-yl)amino]-5-methyl-4-[3-(4-methylpiperazin-1-yl)propyl]pyridazin-3-yl}amino)-1,3-thiazole-4-carboxylic acid